N-tetradecyl-N,N-diethyl-N-benzylammonium C(CCCCCCCCCCCCC)[N+](CC1=CC=CC=C1)(CC)CC